tert-butyl (3S,4S)-3-fluoro-4-[[6-(7-fluoroimidazo[1,2-a]pyridin-3-yl)-2-pyridyl]amino]pyrrolidine-1-carboxylate F[C@H]1CN(C[C@@H]1NC1=NC(=CC=C1)C1=CN=C2N1C=CC(=C2)F)C(=O)OC(C)(C)C